4,6-dichloro-N-(2-chloro-5-fluorobenzoyl)-N-(4-methoxybenzyl)pyridinecarboxamide ClC1=CC(=NC(=C1)Cl)C(=O)N(CC1=CC=C(C=C1)OC)C(C1=C(C=CC(=C1)F)Cl)=O